C(C)(=O)OCC=CC1(CCC(CC1)CCCC)O 3-(4-butyl-1-hydroxycyclohexyl)allyl acetate